C(CCCCCCCCCCCCCCCCCCCCCCCCCCCCCCCCCCC)(=O)OCCCCCCCCCCCCCCCCCCC nonadecyl hexatriacontanoate